[6-(5-cyclopropyl-4H-1,2,4-triazol-3-yl)-2-azaspiro[3.3]heptan-2-yl]-[3-[6-(4-methyl-4-oxo-1,4λ5-azaphosphinan-1-yl)-3-pyridyl]azetidin-1-yl]methanone C1(CC1)C=1NC(=NN1)C1CC2(CN(C2)C(=O)N2CC(C2)C=2C=NC(=CC2)N2CCP(CC2)(=O)C)C1